6-fluoro-N-methyl-5-(4-((5-(2-oxobutanamido)thiophen-3-yl)methyl)piperazin-1-yl)picolinamide FC1=C(C=CC(=N1)C(=O)NC)N1CCN(CC1)CC1=CSC(=C1)NC(C(CC)=O)=O